C1(CC1)N1[C@@H](CCC1)CO (S)-1-cyclopropylpyrrolidine-2-methanol